FC1=CC=C(C=C1)C1=NN(C(=C1)C(F)(F)F)CC1=CC=C(C=C1)C1=NOC(=N1)C(F)(F)F 3-[4-[[3-(4-fluorophenyl)-5-(trifluoromethyl)pyrazol-1-yl]methyl]phenyl]-5-(trifluoromethyl)-1,2,4-oxadiazole